(R)-6-bromo-1-(4-fluorobenzyl)-N-(1-(4-fluorophenyl)ethyl)-2-oxo-1,2-dihydro-1,8-naphthyridine-3-carboxamide BrC=1C=C2C=C(C(N(C2=NC1)CC1=CC=C(C=C1)F)=O)C(=O)N[C@H](C)C1=CC=C(C=C1)F